C(#N)[C@]1(CC12CC2)C=2C=C1C=C(N=CC1=CC2F)NC(=O)C2CC2 (S)-N-(6-(1-cyanospiro[2.2]pentan-1-yl)-7-fluoroisoquinolin-3-yl)cyclopropanecarboxamide